hexyne-1,6-diolate C(#CCCCC[O-])[O-]